[Rh+3].C(C)(=O)[O-].C(C)(=O)[O-].[Rh+3] rhodium diacetate rhodium